C(C)OC(C[C@@H](C1=CC(=CC=C1)C=1N=NC(=CC1)OC)NC(=O)NC=1C(N(C=CC1O)C)=O)=O.N(=NC(CCC(=O)O)(C)C#N)C(CCC(=O)O)(C)C#N 4,4'-azobis(4-cyanovaleric acid) Ethyl-(S)-3-(3-(4-Hydroxy-1-methyl-2-oxo-1,2-dihydropyridin-3-yl)ureido)-3-(3-(6-methoxypyridazin-3-yl)phenyl)propanoat